phenyl-(4-oxazolo[5,4-b]pyridin-2-yl)phenylamine C1(=CC=CC=C1)NC1=CC=C(C=C1)C=1OC2=NC=CC=C2N1